2-methyl-3-(furan-2-yl)-8-methoxyisoquinoline triflate OS(=O)(=O)C(F)(F)F.CN1CC2=C(C=CC=C2C=C1C=1OC=CC1)OC